ClC1=NC=C(C=C1)CN1C(C[N+]2=C1C(=CC=C2)[N+](=O)[O-])C 1-((2-chloropyridin-5-yl)methyl)-2-methyl-8-nitro-2,3-dihydro-1H-imidazo[1,2-a]pyridin-4-ium